OC=1C=C(C2=C(OC(OC2=O)(C2=CC=C(C=C2)C)CC(C)=O)C1C1C=C(CCC1C(=C)C)C)CCCCC 7-hydroxy-8-(3-methyl-6-(prop-1-en-2-yl)cyclohex-2-en-1-yl)-2-(2-oxopropyl)-5-pentyl-2-(p-tolyl)-4H-benzo[d][1,3]dioxin-4-one